N-(3-acetamido-2,4-difluorophenyl)-2-chloro-5-((1R,3R)-2,2-dichloro-3-(4-fluoro-3-(trifluoromethyl)phenyl)cyclopropane-1-carboxamido)-3-methylbenzamide C(C)(=O)NC=1C(=C(C=CC1F)NC(C1=C(C(=CC(=C1)NC(=O)[C@@H]1C([C@H]1C1=CC(=C(C=C1)F)C(F)(F)F)(Cl)Cl)C)Cl)=O)F